CC1=C(OC2=C1C=C(C=C2)S(N(CCC2=CC=CC=C2)C2=C(C=CC=C2)N2CCN(CC2)S(=O)(=O)C)(=O)=O)C(=O)O 3-methyl-5-(N-(2-(4-(methylsulfonyl)piperazin-1-yl)phenyl)-N-phenethylsulfamoyl)benzofuran-2-carboxylic acid